C1(=CC=CC=C1)OB(OC1=CC=CC=C1)O diphenyl-boric acid